3-((1r,4r)-4-(2-fluoro-6-methylphenyl)cyclohexyl)-7-methyl-1-((3-methylpyrazin-2-yl)methyl)-1,8-naphthyridin FC1=C(C(=CC=C1)C)C1CCC(CC1)C=1CN(C2=NC(=CC=C2C1)C)CC1=NC=CN=C1C